FC1=C(C#N)C=C(C=C1)OC=1C(=C2C=CNC2=CC1F)C(C#C)O 2-Fluoro-5-((6-fluoro-4-(1-hydroxyprop-2-yn-1-yl)-1H-indol-5-yl)oxy)-benzonitrile